O-arachidonoylethanolamine C(CCC\C=C/C\C=C/C\C=C/C\C=C/CCCCC)(=O)OCCN